NC1=NC=CC(=C1Cl)OC1=C(C=C(C=C1)NC1=C(C(=O)NC2=CC=C(C=C2)C)C=CC=N1)F 2-((4-((2-amino-3-chloropyridin-4-yl)oxy)-3-fluorophenyl)amino)-N-p-tolyl-nicotinamide